C(C)S(=O)(=O)C=1C(=NC=C(C1)C1=NOC(=N1)C1(CC1)C(F)(F)F)C1=NC=2C(=NC=C(C2)C(C)=O)N1C 1-{2-[3-(ethanesulfonyl)-5-{5-[1-(trifluoromethyl)cyclopropyl]-1,2,4-oxadiazol-3-yl}pyridin-2-yl]-3-methyl-3H-imidazo[4,5-b]pyridin-6-yl}ethan-1-one